tert-Butyl ((1-((3-((4-ethyl-2-methoxyphenyl)sulfonamido)-4-methoxybenzo[d]isoxazol-6-yl)methyl)-1H-pyrazol-4-yl)methyl)carbamate C(C)C1=CC(=C(C=C1)S(=O)(=O)NC1=NOC2=C1C(=CC(=C2)CN2N=CC(=C2)CNC(OC(C)(C)C)=O)OC)OC